C(C)N1C(=NC=2C1=NC(=CC2)C=2C=CN1N=C(N=CC12)N[C@@H]1C[C@@H](C1)NC)C cis-N1-(5-(3-ethyl-2-methyl-3H-imidazo[4,5-b]pyridin-5-yl)pyrrolo[2,1-f][1,2,4]triazin-2-yl)-N3-methylcyclobutane-1,3-diamine